N-(3-acetamido-2,4-difluorophenyl)-5-((1R,3R)-3-(3-bromo-4-fluorophenyl)-2,2-dichloropropane-1-carboxamido)-2-chlorobenzamide C(C)(=O)NC=1C(=C(C=CC1F)NC(C1=C(C=CC(=C1)NC(=O)CC(CC1=CC(=C(C=C1)F)Br)(Cl)Cl)Cl)=O)F